O1CC(C1)N1CCC(CC1)CC1=CC=C(C=C1)NC(OCC1=CC=NC=C1)=O pyridin-4-ylmethyl (4-((1-(oxetan-3-yl)piperidin-4-yl)methyl)phenyl)carbamate